C(C)N(C(=O)NC(C)C1=NC(=NO1)C)[C@H](C(F)(F)F)C1=NC=C(C(=C1)C=1N=C(C=2N(C1)C=CN2)OC)OC 1-ethyl-3-(1-(3-methyl-1,2,4-oxadiazol-5-yl)ethyl)-1-((S)-2,2,2-trifluoro-1-(5-methoxy-4-(8-methoxyimidazo[1,2-a]pyrazin-6-yl)pyridin-2-yl)ethyl)urea